C(C=C)(=O)N1[C@H](CN(CC1)C1=NC(=NC=2C[C@H](CCC12)C1=CC(=CC2=CC=CC=C12)O)OC[C@H]1N(CCC1)C)CC#N 2-((S)-1-acryloyl-4-((S)-7-(3-hydroxynaphthalen-1-yl)-2-(((S)-1-methylpyrrolidin-2-yl)methoxy)-5,6,7,8-tetrahydroquinazolin-4-yl)piperazin-2-yl)acetonitrile